N-{4-[3-(3,5-difluorophenyl)-5-methyl-4-oxo-4,5-dihydro-1H-pyrrolo[3,2-c]pyridin-2-yl]pyridin-2-yl}-2-(4-fluorophenyl)propanamide FC=1C=C(C=C(C1)F)C1=C(NC2=C1C(N(C=C2)C)=O)C2=CC(=NC=C2)NC(C(C)C2=CC=C(C=C2)F)=O